NC(/C=C/CC[C@@H](C(=O)NC=1C(N(C=CC1)CC1=NC2=C(N1)C=C(C=C2OCC(F)(F)F)F)=O)NC(OC)=O)=O methyl (S,E)-(7-amino-1-((1-((6-fluoro-4-(2,2,2-trifluoroethoxy)-1H-benzo[d]imidazol-2-yl)methyl)-2-oxo-1,2-dihydropyridin-3-yl)amino)-1,7-dioxohept-5-en-2-yl)carbamate